Ethyl 5-(cyclohexylmethyl)-4H-1,2,4-triazol-3-carboxylate C1(CCCCC1)CC=1NC(=NN1)C(=O)OCC